2-[(4S)-2-oxo-4-propyl-pyrrolidin-1-yl]butyramide O=C1N(C[C@H](C1)CCC)C(C(=O)N)CC